OCCOC(=O)C=1C=C(C=C(C1)C(=O)OCCO)S(=O)(=O)[O-].[K+].FC(C(O)C1=C(C=CC2=CC=CC=C12)O)F 1-(2,2-difluoro-1-hydroxyethyl)naphthalen-2-ol potassium 3,5-di(β-hydroxyethoxycarbonyl)benzenesulfonate